5-(tert-butyl)-N-(2-methoxy-4-(6-(1-methyl-1H-pyrazol-4-yl)pyrrolo[2,1-f][1,2,4]triazin-4-yl)benzyl)-1,2,4-oxadiazole-3-carboxamide hydrochloride Cl.C(C)(C)(C)C1=NC(=NO1)C(=O)NCC1=C(C=C(C=C1)C1=NC=NN2C1=CC(=C2)C=2C=NN(C2)C)OC